1,4-bis(dimethyl-vinylmethylsilyl)benzene C[Si](C1=CC=C(C=C1)[Si](CC=C)(C)C)(CC=C)C